1,2-diphenoxymethyl-benzene O(C1=CC=CC=C1)CC1=C(C=CC=C1)COC1=CC=CC=C1